C(C=CCC)=O Penten-1-al